[PH2](=O)[O-].[K+] potassium hypophosphite salt